N-Boc-(S)-benzyl-N-(Boc)-D-cysteine C(=O)(OC(C)(C)C)N([C@](CS)(C(=O)O)CC1=CC=CC=C1)C(=O)OC(C)(C)C